C(CCCCC)C1(CC=C(C=C1)C1=CC=CC=C1)B(O)O (4-hexyl-[1,1-biphenyl]-4-yl)boronic acid